tert-Butyl (S)-10-((4-chloro-6-oxopyrimidin-1(6H)-yl)methyl)-10-hydroxy-7-azaspiro[4.5]decane-7-carboxylate ClC=1N=CN(C(C1)=O)C[C@@]1(CCN(CC12CCCC2)C(=O)OC(C)(C)C)O